DL-1-amino-2-propanol CC(CN)O